2-((4-(2-(4-chlorophenoxy)acetyl)piperazin-1-yl)methyl)-3-(5-(2-(4-hydroxypiperidin-1-yl)acetyl)-2-isopropoxyphenyl)quinazolin-4(3H)-one ClC1=CC=C(OCC(=O)N2CCN(CC2)CC2=NC3=CC=CC=C3C(N2C2=C(C=CC(=C2)C(CN2CCC(CC2)O)=O)OC(C)C)=O)C=C1